(pyridin-2-yl)pyridin-2-thioamide monohydrochloride Cl.N1=C(C=CC=C1)C=1C(=NC=CC1)C(N)=S